C(CCC)[C@@H]1NS(C2=C(N(C1)C1=CC=C(C=C1)F)C=C(C(=C2)O/C=C/C(=O)O)SCC)(=O)=O (S)-(E)-3-((3-butyl-7-(ethylthio)-5-(4-fluorophenyl)-1,1-dioxido-2,3,4,5-tetrahydro-1,2,5-benzothiadiazepin-8-yl)oxy)acrylic acid